(S)-6-(1-amino-1,3-dihydrospiro[indene-2,4'-piperidine]-1'-yl)-3-(1-(quinolin-4-yl)cyclopropyl)-1,5-dihydro-4H-pyrazolo[3,4-d]pyrimidin-4-one N[C@@H]1C2=CC=CC=C2CC12CCN(CC2)C=2NC(C1=C(N2)NN=C1C1(CC1)C1=CC=NC2=CC=CC=C12)=O